diiodo(1,5-cyclooctadiene) platinum (II) [Pt+2].IC1=C(CCC=CCC1)I